NCCC1=C(N=C(S1)N)C 5-(2-aminoethyl)-4-methylthiazol-2-amine